(R)-tert-butyl (1-(1-((2-(trimethylsilyl)ethoxy)methyl)-1H-pyrazol-4-yl)pyrrolidin-3-yl)carbamate C[Si](CCOCN1N=CC(=C1)N1C[C@@H](CC1)NC(OC(C)(C)C)=O)(C)C